N-tetrahydrofurfuryl-3-(2-chloro-6-fluoro-4-trifluoromethylphenoxy)-5-methyl-1H-pyrazole-1-carboxamide C(C1CCCO1)NC(=O)N1N=C(C=C1C)OC1=C(C=C(C=C1F)C(F)(F)F)Cl